5-(3-chloro-5-methoxybenzyl)pyridin ClC=1C=C(CC=2C=CC=NC2)C=C(C1)OC